(5-methyl-1H-indazol-3-yl)(3-(pyridin-2-yl)-3-(p-tolyl)piperidin-1-yl)methanone CC=1C=C2C(=NNC2=CC1)C(=O)N1CC(CCC1)(C1=CC=C(C=C1)C)C1=NC=CC=C1